(R)-2,4-Dimethylpentan-3-yl-methanesulfinate CC(C)C(C(C)C)CS(=O)[O-]